4-(5-chloro-2-methoxyphenyl)-6-methyl-N-[6-(1-methyl-1H-benzo[d]imidazol-5-yl)thiazolo[4,5-b]pyrazin-2-yl]pyridine-3-carboxamide ClC=1C=CC(=C(C1)C1=C(C=NC(=C1)C)C(=O)NC=1SC=2C(=NC=C(N2)C2=CC3=C(N(C=N3)C)C=C2)N1)OC